OC=1C(=C(C(=NC1CC(C)C)CCC1=CC=C(C=C1)OC)C(=O)OC)C(=O)OC Dimethyl 5-hydroxy-6-isobutyl-2-(4-methoxyphenethyl)pyridine-3,4-dicarboxylate